(R)-N-(2-(1-methyl-2-oxopyrrolidin-3-yl)-6-morpholino-1-oxoisoindolin-5-yl)pyrazolo[1,5-a]pyrimidine-3-carboxamide CN1C([C@@H](CC1)N1C(C2=CC(=C(C=C2C1)NC(=O)C=1C=NN2C1N=CC=C2)N2CCOCC2)=O)=O